ClC=1C=C2C(=CN1)N(C(=C2)C(=O)C2=C(C(=CC(=C2F)OC)OC)F)S(=O)(=O)C2=CC=CC=C2 (5-chloro-1-(benzenesulfonyl)-1H-pyrrolo[2,3-c]pyridin-2-yl)(2,6-difluoro-3,5-dimethoxyphenyl)methanone